(R)-1-(2-(3-methoxypyrrolidin-1-yl)benzo[d]oxazol-6-yl)-4-oxo-6-(4-(pyrrolidin-1-yl)phenyl)-1,4-dihydropyridine-3-carboxylic acid CO[C@H]1CN(CC1)C=1OC2=C(N1)C=CC(=C2)N2C=C(C(C=C2C2=CC=C(C=C2)N2CCCC2)=O)C(=O)O